C(C)(=O)N1[C@@H](CCC1)C(=O)O N-Acetyl-Prolin